1-(2-chloro-6-cyclopropylpyridin-4-yl)ethanone ClC1=NC(=CC(=C1)C(C)=O)C1CC1